ClC1=CC=C(C=C1)C=1N=C2N(C=CC=C2)C1CN1CCN(CC1)C(=O)C1OCCCC1 (4-{[2-(4-chlorophenyl)imidazo[1,2-a]pyridin-3-yl]methyl}piperazin-1-yl)(tetrahydro-2H-pyran-2-yl)methanone